10-cyclobutyl-9-(hydroxymethyl)-3-(1-tritylpyrazol-4-yl)-5-oxa-2-thia-8,11-diazatricyclo[6.4.1.04,13]trideca-1(13),3-dien-12-one C1(CCC1)C1C(N2CCOC3=C(SC(C(N1)=O)=C32)C=3C=NN(C3)C(C3=CC=CC=C3)(C3=CC=CC=C3)C3=CC=CC=C3)CO